ClC1=CC=C(C=C1)C1=CC(=NC(=N1)C=1C=NC=CC1)N1CCN(CC1)C(CC(CO)O)=O (4-(6-(4-chlorophenyl)-2-(pyridin-3-yl)pyrimidin-4-yl)piperazin-1-yl)-3,4-dihydroxybutan-1-one